C(CC1=CC=CC=C1)N[C@@H]1CCNC1 (2S,4R)-4-(phenethylamino)pyrrolidine